C(C)(C)(C)OC(NCCCCCN1CCNCC1)=O (5-(Piperazin-1-yl)pentyl)carbamic acid tert-butyl ester